[K+].C(CCCCCCC)C(C(=O)[O-])C(=O)[O-].[K+] 2-octylmalonic acid potassium salt